OC1C(OCC1C1=CC=C(C=C1)OC)=O (-)-3-Hydroxy-4-(4-methoxyphenyl)dihydrofuran-2(3H)-one